4-((5-chloro-3-fluoropyridin-2-yl)oxy)benzoyl-hydrazine ClC=1C=C(C(=NC1)OC1=CC=C(C(=O)NN)C=C1)F